ClC=1C(=NC=C(C(=O)[O-])C1)Cl 5,6-Dichloronicotinate